ClC1=CC=C(C=C1)C(CN1N=CN=C1)(C(C=C)C)O 2-(4-chlorophenyl)-3-methyl-1-(1H-1,2,4-triazol-1-yl)-4-penten-2-ol